ClC1=CC=C(C(=N1)C=1N=NN(N1)C)NC(C)C=1C=2C3=C(N(C(C2C=C(C1)C)=O)C)N(N=C3)C3CCN(CC3)C 9-[1-[[6-chloro-2-(2-methyltetrazol-5-yl)-3-pyridyl]amino]ethyl]-4,7-dimethyl-3-(1-methyl-4-piperidyl)pyrazolo[3,4-c]isoquinolin-5-one